4-(4-chlorophenyl)-N,N-dimethyl-4-(1-(3-(trifluoromethyl)-1H-pyrazolo[3,4-d]pyrimidin-4-yl)piperidin-4-ylidene)butan-1-amine ClC1=CC=C(C=C1)C(CCCN(C)C)=C1CCN(CC1)C1=C2C(=NC=N1)NN=C2C(F)(F)F